C1(=CC=CC=C1)[O-].C1(=CC=CC=C1)[O-].[K+].[K+] di-potassium bis-phenolate